(3S)-1-[(6-cyclopropyl-5-methoxypyridin-3-yl)methyl]-3-(2-isopropoxyphenyl)piperazine C1(CC1)C1=C(C=C(C=N1)CN1C[C@@H](NCC1)C1=C(C=CC=C1)OC(C)C)OC